1,2-dithiazepan S1SNCCCC1